C(C)OC(C=1N=C2N(C=CC=C2C)C1)OCC 2-(diethoxymethyl)-8-methylimidazo[1,2-a]pyridine